C(C)(C)C1=NN(C(=C1)C(=O)NC(C(=O)OCC)\C=C\C(C)(C)C)C ethyl (E)-2-(3-isopropyl-1-methyl-5-pyrazolylcarbonylamino)-5,5-dimethyl-3-hexenoate